(S)-1-((3-fluorophenyl)sulfonyl)piperidine-3-carboxylic acid FC=1C=C(C=CC1)S(=O)(=O)N1C[C@H](CCC1)C(=O)O